(4-carbamoylphenyl)-1-(1-(2-fluoroacryloyl)azetidin-3-yl)-3-(4-(trifluoromethyl)phenyl)-1H-indazole-7-carboxamide C(N)(=O)C1=CC=C(C=C1)C1=C2C(=NN(C2=C(C=C1)C(=O)N)C1CN(C1)C(C(=C)F)=O)C1=CC=C(C=C1)C(F)(F)F